4a,9a-methanoanthraquinone C1=CC=CC23C(C4=CC=CC=C4C(C12C3)=O)=O